ClC1=CC=C(N=N1)OCC1CC2(CN(C2)C(=O)OC(C)(C)C)C1 tert-Butyl 6-(((6-chloropyridazin-3-yl)oxy)methyl)-2-azaspiro[3.3]heptane-2-carboxylate